BrC=1C=NC(=NC1)C(C)(C)NS(=O)C(C)(C)C N-[2-(5-bromopyrimidin-2-yl)propan-2-yl]-2-methylpropane-2-sulfinamide